The molecule is the S-acryloyl derivative of coenzyme A. It has a role as a mouse metabolite. It is a 2-enoyl-CoA and a monounsaturated fatty acyl-CoA. It derives from a coenzyme A and an acrylic acid. It is a conjugate acid of an acryloyl-CoA(4-). CC(C)(COP(=O)(O)OP(=O)(O)OC[C@@H]1[C@H]([C@H]([C@@H](O1)N2C=NC3=C(N=CN=C32)N)O)OP(=O)(O)O)[C@H](C(=O)NCCC(=O)NCCSC(=O)C=C)O